(2R)-2-amino-1-propanethiol N[C@@H](CS)C